NC=1C(=NC(=C(N1)C=1OC=CN1)C1=CN(C(C=C1)=O)C1CC1)C(=O)NCC1=C(C=CC=C1F)F 3-amino-6-(1-cyclopropyl-6-oxo-1,6-di-hydropyridin-3-yl)-N-(2,6-difluorobenzyl)-5-(oxazol-2-yl)pyrazine-2-carboxamide